(S)-Ethyl 1-(3-((4-cyano-3-(trifluoromethyl)phenyl)amino)-2-hydroxy-2-methyl-3-oxopropyl)-5-fluoro-1H-indole-3-carboxylate C(#N)C1=C(C=C(C=C1)NC([C@@](CN1C=C(C2=CC(=CC=C12)F)C(=O)OCC)(C)O)=O)C(F)(F)F